FC1=C(C=CC=C1)CC(=O)NC1=NC=CC2=C1NC1=CC(=CC=C21)OC 2-(2-fluorophenyl)-N-(7-methoxy-9H-pyrido[3,4-b]indol-1-yl)acetamide